CC1=C(C(=CC(=C1)C)C)C1=CC=CC(=C1)C 2,4,5',6-tetramethyl-1,1'-biphenyl